NC1=C(C(=NC=N1)OC1=CC(=C(C=C1)NC(=O)NC1=CC(=NN1C1=CC=C(C=C1)OC)C(C)(C)C)C)C#N (4-((6-amino-5-cyanopyrimidin-4-yl)oxy)-2-methylphenyl)-3-(3-(tert-butyl)-1-(4-methoxyphenyl)-1H-pyrazol-5-yl)urea